(3R,5R)-5-(5-((2-(methoxymethyl) pyrazolo[1,5-a]pyrazin-4-yl)amino)-1H-pyrazol-3-yl)tetrahydrofuran-3-yl cyclobutylcarbamate C1(CCC1)NC(O[C@H]1CO[C@H](C1)C1=NNC(=C1)NC=1C=2N(C=CN1)N=C(C2)COC)=O